FC=1C=C(C2=C(N=C(S2)NC(=O)C2(CCCCC2)C)C1)F N-(5,7-difluoro-1,3-benzothiazol-2-yl)-1-methylcyclohexane-1-carboxamide